(3S,4R,5R)-1-(((R)-1-(o-tolyl)pyrrolidin-3-yl)methyl)piperidine-3,4,5-triol C1(=C(C=CC=C1)N1C[C@H](CC1)CN1C[C@@H](C([C@@H](C1)O)O)O)C